CC1(OB(OC1(C)C)C1=CC=C(C=C1)N1C(C=CC=C1)=O)C 1-[4-(4,4,5,5-tetramethyl-1,3,2-dioxaborolan-2-yl)phenyl]pyridin-2-one